(4-chlorophenyl)(1-methyl-1H-1,2,3-triazol-5-yl)methanol ClC1=CC=C(C=C1)C(O)C1=CN=NN1C